2-(3'-tert-butyl-5'-(2-iso-octyloxycarbonylethyl)-2'-hydroxyphenyl)-benzotriazole C(C)(C)(C)C=1C(=C(C=C(C1)CCC(=O)OCCCCCC(C)C)N1N=C2C(=N1)C=CC=C2)O